allyl p-methylbenzoate CC1=CC=C(C(=O)OCC=C)C=C1